[F-].[NH4+].OCC(O)CO glycerol ammonium fluoride